COC1=CC=C(CSC2=C(C(N(N=C2)C)=O)C)C=C1 5-((4-methoxybenzyl)thio)-2,4-dimethylpyridazin-3(2H)-one